C(C)(C)(C)OC(=O)N[C@@H](CC(=O)OCC1=CC=CC=C1)C(=O)N[C@H](C(=O)NCC1=CC=CC2=CC=CC=C12)COC Benzyl (S)-3-((tertbutoxycarbonyl)amino)-4-(((S)-3-methoxy-1-((naphthalen-1-ylmethyl)amino)-1-oxopropan-2-yl)amino)-4-oxobutanoate